O1CC(CC1)NC(=O)C1CNC1 N-(tetrahydrofuran-3-yl)azetidine-3-carboxamide